S1N=C(C2=C1C=CC=C2)N2CCN(CC2)CCCCN2C(N1C(CC2=O)CN(CC1)C(C)C)=O 7-[4-(4-Benzo[d]isothiazol-3-yl-piperazin-1-yl)-butyl]-2-isopropyl-hexahydro-pyrazino[1,2-c]pyrimidine-6,8-dione